1,2-bis(4-(1H-benzo[d]imidazol-2-yl)phenyl)diselane N1C(=NC2=C1C=CC=C2)C2=CC=C(C=C2)[Se][Se]C2=CC=C(C=C2)C2=NC1=C(N2)C=CC=C1